8-bromopyrido[3,4-b]pyrazin-5(6H)-one BrC1=CNC(C2=NC=CN=C21)=O